heptadecan-9-yl 8-((2-hydroxy-6-Ureidohexyl)amino)octanoate OC(CNCCCCCCCC(=O)OC(CCCCCCCC)CCCCCCCC)CCCCNC(=O)N